CC(C(=O)N1[C@@H](CN(CC1)C=1C2=C(N=CN1)N(CC21CCC1)C1=NC=CC(=C1)C#N)C)(C)C 2-[4-[(3R)-4-(2,2-dimethylpropanoyl)-3-methylpiperazin-1-yl]spiro[6H-pyrrolo[2,3-d]pyrimidine-5,1'-cyclobutane]-7-yl]pyridine-4-carbonitrile